COC1=CC=C(C=C1)C=1C=C2N(CCN=C2C2=CC(=C(C(=C2)OC)OC)OC)C1 7-(4-Methoxyphenyl)-1-(3,4,5-trimethoxyphenyl)-3,4-dihydropyrrolo[1,2-a]pyrazine